N1(CCNCCC1)C=1SC2=C(N1)C(=CC(=C2)C=2C=C(C=1N(N2)C=C(N1)C)C)F 6-[2-(1,4-diazepan-1-yl)-4-fluoro-1,3-benzothiazol-6-yl]-2,8-dimethylimidazo[1,2-b]pyridazine